N1=CN=C2NC=NC2=C1C=1C(=NC=CC1)NC=1C=C(C=CC1C)NC(C1=CC=C(C=C1)C#C)=O N-(3-((3-(9H-purin-6-yl)pyridin-2-yl)amino)-4-methylphenyl)-4-ethynylbenzamide